[F+]1[AlH]C=CC=C1 FLUORALUMINIUM